3-methylthietan-3-amine hydrochloride Cl.CC1(CSC1)N